2-chloro-N-((1R,2R,4S)-7-cyano-7-azabicyclo[2.2.1]heptan-2-yl)-4-((cyclopropylcarbonyl)amino)benzamide ClC1=C(C(=O)N[C@H]2[C@H]3CC[C@@H](C2)N3C#N)C=CC(=C1)NC(=O)C1CC1